C1=CC(=CC(=C1)O)CO The molecule is a hydroxybenzyl alcohol that is phenol substituted at position C-3 by a hydroxymethyl group. It has a role as a metabolite. It is a member of phenols and a hydroxybenzyl alcohol.